pentadecyl-dimethyl-2-phenoxyethylammonium iodide [I-].C(CCCCCCCCCCCCCC)[N+](CCOC1=CC=CC=C1)(C)C